2-cyanoethyl-propyl-triethoxysilane C(#N)CCC(C)O[Si](OCC)(OCC)CCC